acryloyloxyethyl-oxyethyl isocyanate C(C=C)(=O)OCCOCCN=C=O